4-(2-hydroxyethylsulfonylamino)-2-(6-azaspiro[2.5]octane-6-yl)-1-naphthaleneAmide OCCS(=O)(=O)NC1=CC(=C(C2=CC=CC=C12)C(=O)N)N1CCC2(CC2)CC1